trifluoro-propylene oxide FC(C1CO1)(F)F